CC=1N=CSC1C1CC(C(CC1)C(=O)OC)=O methyl 4-(4-methylthiazol-5-yl)-2-oxocyclohexane-1-carboxylate